C1[C@@H]([C@H](O[C@H]1N2C=C(C(=NC2=O)N)CO)COP(=O)([O-])OP(=O)([O-])[O-])O The molecule is a 2'-deoxyribonucleoside 5'-diphosphate obtained by deprotonation of the three diphosphate OH groups of 2'-deoxy-5-(hydroxymethyl)cytidine 5'-diphosphate ; major species at pH 7.3. It derives from a dCDP(3-).